BrC=1C=C(CN2N=C(C=C2C(=O)N[C@H](C(=O)NC)CC2=CC(=CC=C2)Br)C2=C(C=CC=C2)Br)C=CC1 (S)-1-(3-bromobenzyl)-3-(2-bromophenyl)-N-(3-(3-bromophenyl)-1-(methylamino)-1-oxopropan-2-yl)-1H-pyrazole-5-carboxamide